CN(C1=CC=C(C=C1)N1CCC(CC1)CN(C(=O)C1CCC(CC1)O)C=1OC(=CN1)OC=1C=NC=C(C1)C)C N-((1-(4-(Dimethylamino)phenyl)piperidin-4-yl)methyl)-4-hydroxy-N-(5-((5-methylpyridin-3-yl)oxy)oxazol-2-yl)cyclohexanecarboxamide